O=C1NC(CC[C@@H]1N1C(C2=CC=C(C=C2C1)N1CCN(CC1)CC1CCN(CC1)C1=C(C=C(C(=O)OC(C)(C)C)C=C1)F)=O)=O tert-butyl (S)-4-(4-((4-(2-(2,6-dioxopiperidin-3-yl)-1-oxoisoindolin-5-yl) piperazin-1-yl) methyl) piperidin-1-yl)-3-fluorobenzoate